C(C)(=O)C1=C(C2=C(N=C(N=C2)NC2=CC=C(C=N2)N2CCN(CC2)CCNC=2C=C3CN(C(C3=CC2)=O)C2C(NC(CC2)=O)=O)N(C1=O)C1CCCC1)C 3-(5-((2-(4-(6-((6-acetyl-8-cyclopentyl-5-methyl-7-oxo-7,8-dihydropyrido[2,3-d]pyrimidin-2-yl)amino)pyridin-3-yl)piperazin-1-yl)ethyl)amino)-1-oxoisoindolin-2-yl)piperidine-2,6-dione